[Si](C)(C)(C(C)(C)C)OCC1N(CCOCC1)C=1C2=C(N=C(N1)S(=O)C)C(=C(OC2=O)C=2C=C(C=C1C=CC=C(C21)C#N)OCOC)C 8-[4-(5-{[(tert-butyldimethylsilyl)oxy]methyl}-1,4-oxazepan-4-yl)-2-methanesulfinyl-8-methyl-5-oxopyrano[4,3-d]pyrimidin-7-yl]-6-(methoxymethoxy)naphthalene-1-carbonitrile